C[C@@](C=C)(CCC=C(C)C)O (3S)-3,7-dimethyl-1,6-octadien-3-ol